CC1=C(C=C(C=C1)NC(C1=CC(=NC=C1)C(F)(F)F)=O)C=1C=NC(=C(C1)N1CCOCC1)C#CCN1C(COCC1)=O N-(4-methyl-3-(5-morpholino-6-(3-(3-oxomorpholino)prop-1-yn-1-yl)pyridin-3-yl)phenyl)-2-(tri-fluoromethyl)isonicotinamide